(1r,4r)-4-hydroxycyclohexane-1-carboxylic acid C1CC(CCC1C(=O)O)O